3-((tert-butyldiphenylsilyl)oxy)cyclobutane-1-carboxylic acid [Si](C1=CC=CC=C1)(C1=CC=CC=C1)(C(C)(C)C)OC1CC(C1)C(=O)O